11,11-dioctyloxy-(5Z)-1,5-undecadiene-3-yne C(CCCCCCC)OC(CCCC\C=C/C#CC=C)OCCCCCCCC